N12C[C@H](C(CC1)CC2)OC(N[C@@H]2C(CC1=CC(=C(C=C21)C)C2=C(C=C(C=C2)OC)F)(C)C)=O (S)-quinuclidin-3-yl((R)-5-(2-fluoro-4-methoxyphenyl)-2,2,6-trimethyl-2,3-dihydro-1H-inden-1-yl)carbamate